4-(methylamino)-N-[(1S,2S,3S,5R)-2,6,6-trimethylnorborn-3-yl]-1H-pyrrolo[2,3-b]pyridine-2-carboxamide CNC1=C2C(=NC=C1)NC(=C2)C(=O)N[C@@H]2[C@H]([C@H]1C(CC2C1)(C)C)C